COC(C1=CC(=C(C(=C1)F)NC1=CC(=CC=C1)NC1(COC1)C)C1CC1)=O 3-cyclopropyl-5-fluoro-4-{[3-(3-methyloxetan-3-ylamino)phenyl]Amino}benzoic acid methyl ester